3,4-Dihydroxyl-2,5-hexanedione OC(C(C)=O)C(C(C)=O)O